C(CCCCC)C(CCCCCCCC)OC(CCCCCCCOC(=O)[C@H]1NCC(C1)O)=O [8-(1-hexylnonoxy)-8-oxo-octyl](2S)-4-hydroxypyrrolidine-2-carboxylate